4,4-bis(bromomethyl)-1,3-dioxolan-2-one BrCC1(OC(OC1)=O)CBr